trans-1,4-di(thien-2-yl)but-2-ene-1,4-dione S1C(=CC=C1)C(\C=C\C(=O)C=1SC=CC1)=O